1-(6-(4,4-difluorocyclohexyl)pyridin-3-yl)-3-(5-fluoro-1-tosyl-1H-pyrrolo[2,3-b]pyridin-3-yl)urea FC1(CCC(CC1)C1=CC=C(C=N1)NC(=O)NC1=CN(C2=NC=C(C=C21)F)S(=O)(=O)C2=CC=C(C)C=C2)F